2-(3,6-Dihydro-2H-pyran-4-yl)-4-methyl-N-((R)-2-(((S)-11-oxo-2,3,10,11-tetrahydro-1H,5H-benzo[d]pyrazolo[1,2-a][1,2]diazepin-10-yl)carbamoyl)butyl)thiazole-5-carboxamide O1CCC(=CC1)C=1SC(=C(N1)C)C(=O)NC[C@@H](CC)C(N[C@H]1C2=C(CN3N(C1=O)CCC3)C=CC=C2)=O